5-methoxyIsochroman-1-carboxylic acid sodium salt [Na+].COC1=C2CCOC(C2=CC=C1)C(=O)[O-]